9-methylidene-tetracyclo[6.2.1.13,6.02,7]dodec-4-ene C=C1C2C3C4C=CC(C3C(C1)C2)C4